(3-amino-2,2-difluoropropyl)dimethylamine NCC(CN(C)C)(F)F